FC1=CC=C(C=C1)N1N=C2C(=N1)C=CC(=C2)NC2COCC2 2-(4-fluorophenyl)-N-tetrahydrofuran-3-yl-benzotriazol-5-amine